C(C)(C)(C)O[C@H]1[C@@H](C[C@H]2N(CCC3=CC(=C(C=C23)OC)OCC2(CC2)CC#N)C1)O 2-(1-((((2R,3R,11bR)-3-(tert-butoxy)-2-hydroxy-10-methoxy-1,3,4,6,7,11b-hexahydro-2H-pyrido[2,1-a]isoquinolin-9-yl)oxy)methyl)cyclopropyl)acetonitrile